(S)-tert-butyl (1'-(5-((3-(azetidin-3-ylamino)-2-chlorophenyl)thio)pyrazin-2-yl)-1,3-dihydrospiro[indene-2,4'-piperidin]-1-yl)carbamate N1CC(C1)NC=1C(=C(C=CC1)SC=1N=CC(=NC1)N1CCC2(CC1)[C@@H](C1=CC=CC=C1C2)NC(OC(C)(C)C)=O)Cl